C(#N)C=1C=CC(=C2C=CC=NC12)N1CC2(CC2(C1)C(F)(F)F)C(=O)O 3-(8-Cyanoquinolin-5-yl)-5-(trifluoromethyl)-3-azabicyclo[3.1.0]hexane-1-carboxylic acid